2-bromo-5-chloro-3-methoxypyridine BrC1=NC=C(C=C1OC)Cl